C(C1=CC=CC=C1)N1N=C(C2=C1N=C(N(C2=O)C)Cl)SC2=C(C(=CC=C2)Cl)Cl 1-benzyl-6-chloro-3-[(2,3-dichlorophenyl)thio]-5-methyl-1H,4H,5H-pyrazolo[3,4-d]pyrimidin-4-one